C1(=CC=C(C=C1)C(=O)C1=C(C=CC=C1)CC)C1=CC=CC=C1 [1,1'-biphenyl]-4-yl(2-ethylphenyl)methanone